((2-hydroxyethyl)azanediyl)bis(nonane-9,1-diyl) bis(2-butyl octanoate) C(CCC)C(C(=O)OCCCCCCCCCN(CCCCCCCCCOC(C(CCCCCC)CCCC)=O)CCO)CCCCCC